C(C)(C)(C)OC(NC[C@H](CN)C)=O (S)-3-amino-2-methylpropylcarbamic acid tert-butyl ester